BrC=1C=C2C(CN(CC2=CC1)S(=O)(=O)C1=C(C=CC=C1)[N+](=O)[O-])O 6-bromo-2-(2-nitrophenyl)sulfonyl-3,4-dihydro-1H-isoquinolin-4-ol